OCC1=NC2=C(N1)C=CC=C2 2-hydroxymethyl-1H-benzimidazole